FC=1C=C(CN2C(=NC(=C2)NC(C(C)N2CCOCC2)=O)C)C=C(C1)F N-(1-(3,5-difluorobenzyl)-2-methyl-1H-imidazol-4-yl)-2-morpholinopropanamide